2-Chloro-5-{[(2,2-dimethylpropanoyl)amino]methyl}-N-[1-(2-methoxypyridin-4-yl)-1H-indazol-4-yl]benzamide ClC1=C(C(=O)NC2=C3C=NN(C3=CC=C2)C2=CC(=NC=C2)OC)C=C(C=C1)CNC(C(C)(C)C)=O